2,2,2-Trifluoro-1-(4-isocyanatopiperidin-1-yl)ethan-1-one FC(C(=O)N1CCC(CC1)N=C=O)(F)F